IC1=CC2=C(C(N(O2)C)=O)C=C1 6-iodo-2-methylbenzo[d]isoxazol-3(2H)-one